C(C)OC(C(C(=O)OCC)(C)COS(=O)(=O)Cl)=O diethyl-2-(((chlorosulfonyl)oxy)methyl)-2-methylmalonate